1-Butyl-5-(diaminomethylene)-3-((1s,3'S,4S)-2''-oxo-1'',2''-dihydrodispiro[cyclohexane-1,1'-cyclobutane-3',3''-pyrrolo[3,2-b]pyridin]-4-yl)pyrimidine-2,4,6(1H,3H,5H)-trione C(CCC)N1C(N(C(C(C1=O)=C(N)N)=O)C1CCC2(CC3(C(NC=4C3=NC=CC4)=O)C2)CC1)=O